4-(hydroxymethyl)-1-methylpyridin OCC1=CCN(C=C1)C